BrC=1C=C(C=CC1)C1(CC1)C=1NC(C2=C(N1)CCN(C2)C(CC=2C=C(C=CC2)C2=CC(=CC=C2)C(F)(F)F)=O)=O 2-(1-(3-bromophenyl)cyclopropyl)-6-(2-(3'-(trifluoromethyl)-[1,1'-biphenyl]-3-yl)acetyl)-5,6,7,8-tetrahydropyrido[4,3-d]pyrimidin-4(3H)-one